S1C(=NC2=C1C=CC=C2)[C@@H]2NCCCC1C2N=CN1 (4R)-4-(benzo[d]thiazol-2-yl)-3a,4,6,7,8,8a-hexahydroimidazo[4,5-c]azepin